COC(C1=CC(=CC(=C1)OC(F)(F)F)CCO)=O 3-(2-hydroxyethyl)-5-(trifluoromethoxy)benzoic acid methyl ester